P(=O)([O-])([O-])[O-].[Zn+2].[Fe+2] iron-zinc phosphate